N[C@H](C(=O)O)[C@@H](CCCB(O)O)CNC([C@H](CC)N)=O (2S,3S)-2-amino-3-(((S)-2-aminobutyrylamino)methyl)-6-boronohexanoic acid